NCC(C(=O)NC=1C=CC=C2C(=CNC12)C=1C=NNC1)C1=C(C=CC=C1)OC 3-amino-2-(2-methoxyphenyl)-N-[3-(1H-pyrazol-4-yl)-1H-indol-7-yl]propionamide